C[C@H]1N([C@@H](CC1)C)C(=O)N[C@H](C(=O)O)CCN(CCCCC1=NC=2NCCCC2C=C1)CCOC(C)C (2S)-2-[[(2R,5R)-2,5-dimethylpyrrolidine-1-carbonyl]amino]-4-[2-isopropoxyethyl-[4-(5,6,7,8-tetrahydro-1,8-naphthyridin-2-yl)butyl]amino]butanoic acid